FC1C(CC1)NC1=NN2C=NC(=C(C2=N1)OCC(F)(F)F)C=1C=NNC1 N-(2-fluorocyclobutyl)-7-(1H-pyrazol-4-yl)-8-(2,2,2-trifluoroethoxy)-[1,2,4]triazolo[1,5-c]pyrimidin-2-amine